tert-butyl 1-(4-((5-chloro-2-fluorophenyl)amino)pyrido[3,2-d]pyrimidin-6-yl)hexahydropyrrolo[3,4-b]pyrrole-5(1H)-carboxylate ClC=1C=CC(=C(C1)NC=1C2=C(N=CN1)C=CC(=N2)N2C1C(CC2)CN(C1)C(=O)OC(C)(C)C)F